2,7-dibromo-3',6'-bis((4-vinylbenzyl)oxy)spiro[fluorene-9,9'-xanthene] BrC1=CC2=C(C=C1)C1=CC=C(C=C1C21C2=CC=C(C=C2OC=2C=C(C=CC12)OCC1=CC=C(C=C1)C=C)OCC1=CC=C(C=C1)C=C)Br